S=C1NC(NC2=C1N=NC=C2)=O 8-sulfanylidene-7,8-dihydropyrimido[5,4-c]pyridazin-6(5H)-one